FC1=C(CNC(=O)C=2C(C(=C3N(C4CCC5=C(N(C3=O)C4)C=CC=C5)C2)O)=O)C=CC(=C1)F N-(2,4-difluorobenzyl)-7-hydroxy-6,8-dioxo-6,8,13,14-tetrahydro-12H-5,12-methanobenzo[e]pyrido[1,2-a][1,4]diazonine-9-carboxamide